(S)-2-amino-1-(4-(3-(2-fluorophenyl)pyrazolo[1,5-a]pyrimidin-5-yl)piperazin-1-yl)-3-methylbutan-1-one N[C@H](C(=O)N1CCN(CC1)C1=NC=2N(C=C1)N=CC2C2=C(C=CC=C2)F)C(C)C